fluoro-6-[4-(1-methyl-4-piperidyl)phenyl]isoindolin-1-one FN1C(C2=CC(=CC=C2C1)C1=CC=C(C=C1)C1CCN(CC1)C)=O